2-azido-4-(benzyloxy)-5-formylbenzoic acid N(=[N+]=[N-])C1=C(C(=O)O)C=C(C(=C1)OCC1=CC=CC=C1)C=O